O1CCC(CC1)OC1=CC=C(C=C1)NC1=NC2=CC=CC=C2C=N1 2-((4-((tetrahydro-2H-pyran-4-yl)oxy)phenyl)amino)quinazolin